FC=1C=C(C=C(C1)F)S(=O)(=O)C12CC2C1 1-(3,5-difluorophenyl-sulfonyl)bicyclo[1.1.0]butane